cycloheptylpyridone C1(CCCCCC1)C=1C(NC=CC1)=O